CC1NC2=C(C(NC1)=O)C=CC=C2 methyl-2,3-dihydro-1,4-benzodiazepin-5-one